4-amino-3-[2-methyl-5-(trifluoromethyl)pyrazol-3-yl]Oxybenzonitrile NC1=C(C=C(C#N)C=C1)OC=1N(N=C(C1)C(F)(F)F)C